Benzyl (4S)-4-{[(tert-butoxy)carbonyl]amino}-2,2,5-trimethyl-3-oxohexanoate C(C)(C)(C)OC(=O)N[C@H](C(C(C(=O)OCC1=CC=CC=C1)(C)C)=O)C(C)C